cis-4-[(3,5-dichloro-2-pyridyl)oxy]-4'-fluoro-2'-oxo-spiro[cyclohexane-1,3'-indoline]-5'-carboxamide ClC=1C(=NC=C(C1)Cl)OC1CCC2(C(NC3=CC=C(C(=C23)F)C(=O)N)=O)CC1